2-methyl-6-hydroxylethyl-1,4-phenylene ether CC1=C2C(=CC(=C1)O2)CCO